P(O)(=O)(OP(=O)(O)OP(=O)(O)O)OC[C@@H]1[C@H]([C@H]([C@@H](O1)N1C(=O)N=C(NC(CCCCC)=O)C=C1)O)O N4-hexanoylcytidine triphosphate